N-[2-(3-azabicyclo[3.1.0]hexan-6-ylamino)-2-oxo-ethyl]-4-[[3-[1-(2,2-difluoroethyl)-3-(trifluoromethyl)pyrazol-4-yl]imidazo[1,2-a]pyrazin-8-yl]amino]-2-ethyl-benzamide formate C(=O)O.C12CNCC2C1NC(CNC(C1=C(C=C(C=C1)NC=1C=2N(C=CN1)C(=CN2)C=2C(=NN(C2)CC(F)F)C(F)(F)F)CC)=O)=O